4,5,6,7-tetrachloro-1,3-dioxoisoindolin-2-yl-4-((tert-butoxycarbonyl) amino)-2,2-dimethylbutyrate ClC1=C2C(N(C(C2=C(C(=C1Cl)Cl)Cl)=O)C(C(C(=O)[O-])(C)C)CNC(=O)OC(C)(C)C)=O